2-(pyridin-4-ylmethyl)-2-azaspiro[3.3]heptan-6-yl (2R,5S)-4-(6-methoxyquinoxalin-2-yl)-2,5-dimethylpiperazine-1-carboxylate COC=1C=C2N=CC(=NC2=CC1)N1C[C@H](N(C[C@@H]1C)C(=O)OC1CC2(CN(C2)CC2=CC=NC=C2)C1)C